(Z)-1-(4-trifluoromethylbenzyl)-3-((3,5-dimethyl-1H-pyrrol-2-yl)methylene)-2-indolone FC(C1=CC=C(CN2C(\C(\C3=CC=CC=C23)=C/C=2NC(=CC2C)C)=O)C=C1)(F)F